C(CCCCCC\C=C\CC)[Mg]Br (8E)-8-undecenyl-magnesium bromide